C(C)OC1=C(O[C@H]2CN(CCC2)C2=CN=CC(=N2)NC(CC2=CC=C(C(=O)OC)C=C2)=O)C=CC=C1 Methyl (R)-4-(2-((6-(3-(2-ethoxyphenoxy)piperidin-1-yl)pyrazin-2-yl)amino)-2-oxoethyl)benzoate